N1(C=NC2=C1C=CC=C2)C2=CC=C(C=C2)NC(=O)N2N=C(C=C2C)N 3-amino-5-methylpyrazole-1-carboxylic acid (4-benzimidazol-1-yl-phenyl)-amide